3-hydroxy-2-(2-methoxy-4,6-dimethylphenyl)-5-{2-(methoxyimino)propyl}cyclopent-2-enone OC1=C(C(C(C1)CC(C)=NOC)=O)C1=C(C=C(C=C1C)C)OC